2-(3,5-dimethylpyrazol-1-yl)-4,6-dimethylpyrimidine CC1=NN(C(=C1)C)C1=NC(=CC(=N1)C)C